FC1=CC=C(C=C1)C1=NN2C(C(N(CC2)C(=O)OC(C)(C)C)C)=C1C1=C2C(=NC=C1)N(C=C2C)COCC[Si](C)(C)C tert-butyl 2-(4-fluorophenyl)-4-methyl-3-(3-methyl-1-{[2-(trimethylsilyl)ethoxy]methyl}-1H-pyrrolo[2,3-b]pyridin-4-yl)-6,7-dihydropyrazolo[1,5-a]pyrazine-5(4H)-carboxylate